C(C)N(C1=CC=CC=C1)CC1=C(C=CC=C1)B(O)O (2-([ETHYL(PHENYL)AMINO]METHYL)PHENYL)BORANEDIOL